ClC=1C(N(C(=CC1OC([2H])([2H])C1=C(C=C(C=C1)F)F)C)C1=CC(=NC=C1C)N1N=C(C=C1)C(C)(C)NC(C)=O)=C=O (R)-N-(2-(1-(3-Chloro-4-((2,4-difluorophenyl)methoxy-d2)-5',6-dimethyl-2-carbonyl-2H-[1,4'-bipyridine]-2'-yl)-1H-pyrazol-3-yl)propan-2-yl)acetamide